FC(N1N=C(C(=C1)C)C1=NC(=CC=C1C(C)O)N1C=NC2=C1C=CC(=C2)NC=2N=NC(=CC2)C)F 1-[2-[1-(difluoromethyl)-4-methyl-pyrazol-3-yl]-6-[5-[(6-methylpyridazin-3-yl)amino]benzimidazol-1-yl]-3-pyridyl]ethanol